C(CC(=O)C)(=O)O.C(CC(C)O)O 1,3-butanediol, acetoacetate salt